C(C1=CC=CC=C1)C1(CCC1)C(C)NC(=O)C1=NN(C(N1)=O)C N-(1-(1-benzylcyclobutyl)ethyl)-1-methyl-5-oxo-4,5-dihydro-1H-1,2,4-triazole-3-carboxamide